1-[4-(3-Chloro-2-methylphenyl)piperidin-1-yl]-2-{3-[(2R,6S)-2,6-dimethylmorpholin-4-carbonyl]-5,6-dihydrocyclopenta[c]pyrazol-1(4H)-yl}ethan-1-on ClC=1C(=C(C=CC1)C1CCN(CC1)C(CN1N=C(C2=C1CCC2)C(=O)N2C[C@H](O[C@H](C2)C)C)=O)C